(3aR,5r,6aS)-benzyl 5-(4-fluorophenoxy)hexahydrocyclopenta[c]pyrrole-2(1H)-carboxylate FC1=CC=C(OC2C[C@@H]3[C@@H](CN(C3)C(=O)OCC3=CC=CC=C3)C2)C=C1